(2R,3R,4S,5R)-2-(5-bromo-4-chloro-7H-pyrrolo[2,3-d]pyrimidin-7-yl)-5-(hydroxymethyl)tetrahydrofuran-3,4-diol BrC1=CN(C=2N=CN=C(C21)Cl)[C@@H]2O[C@@H]([C@H]([C@H]2O)O)CO